ClC1=C(C(=CC=C1)C)NC(=O)C1=CN=C(S1)NC1=CC(=NC(=N1)C)N1CCN(CC1)CCOC=1C=CC=C2C=CC(=CC12)C=1SC=C(N1)CC(=O)NCC(=O)O (2-(2-(8-(2-(4-(6-((5-((2-Chloro-6-Methylphenyl)Carbamoyl)Thiazol-2-yl)Amino)-2-Methylpyrimidin-4-yl)Piperazin-1-yl)Ethoxy)Naphthalen-2-yl)Thiazol-4-yl)Acetyl)Glycine